(1,3-dioxolan-2-yl)methanol O1C(OCC1)CO